C[O-].[Na+] Natrium methoxide